2(R,S)-Methylthiazolidine-4(R)-carboxylic Acid C[C@H]1SC[C@H](N1)C(=O)O |&1:1|